NC1=C(C=C(C=C1)C=1C=C(C=2N=C(N=CC2N1)N[C@@H]1CN(C[C@H](C1)F)C(=O)OC(C)(C)C)C)F (3S,5S)-tert-Butyl 3-((6-(4-amino-3-fluorophenyl)-8-methylpyrido[3,2-d]pyrimidin-2-yl)amino)-5-fluoropiperidine-1-carboxylate